N1C=NC2=C1C=C(C=C2)C2=NC=C1NC(N(C1=N2)C2=C(C=CC=C2)OC)=O 2-(1H-Benzo[d]imidazol-6-yl)-9-(2-methoxyphenyl)-8-oxo-8,9-dihydro-7H-purine